COCCOCCC1(N(CC1)CCCCCCCC(=O)N(CCCCCCCCCC)CCCCCCCCCC)CCCCCCCC(=O)N(CCCCCCCCCC)CCCCCCCCCC 8,8'-((2-(2-Methoxyethoxy)ethyl)azetidinediyl)bis(N,N-didecyl-octanoamide)